C1(CC1)CSC=1C(=NC=CC1)CNC(C(C)(C)NC(OC(C)(C)C)=O)=O tert-Butyl (1-(((3-((cyclopropylmethyl)sulfanyl)pyridin-2-yl)methyl)amino)-2-methyl-1-oxoprop-2-yl)carbamate